NC1CC(C1)(C#N)C 3-amino-1-methylcyclobutanecarbonitrile